ClC1=C(C(=NN1C1=CC=CC=C1)C(=O)O)C=O 5-CHLORO-4-FORMYL-1-PHENYL-1H-PYRAZOLE-3-CARBOXYLIC ACID